C(C)C1=NN(C2=C1C(NCC1(CCOCC1)C2)=O)C[C@H](COC(C2=CC=C(C=C2)S(=O)(=O)N2CCCC2)=O)C 4-Pyrrolidin-1-ylsulfonylbenzoic acid [(2R)-3-(3-ethyl-4-oxo-spiro[6,8-dihydro-5H-pyrazolo[4,3-c]azepin-7,4'-tetrahydropyran]-1-yl)-2-methyl-propyl] ester